BrC=1C=CC2=C(C3=C(C(OC(=N3)C=3N(N=C(C3)Br)C3=NC=CC=C3Cl)=O)C=C2C1)Br 7,10-dibromo-2-[5-bromo-2-(3-chloro-2-pyridinyl)pyrazol-3-yl]benzo[g][3,1]benzoxazin-4-one